ethyl 5-bromo-7-((1-methyl-1H-imidazol-5-yl)methoxy)benzofuran-3-carboxylate BrC=1C=C(C2=C(C(=CO2)C(=O)OCC)C1)OCC1=CN=CN1C